4-(4-(1H-indol-3-yl)-7-tosyl-7H-pyrrolo[2,3-d]pyrimidin-2-yl)-N1-(2-(dimethylamino)ethyl)-N1-methyl-2-nitrobenzene-1,4-diamine N1C=C(C2=CC=CC=C12)C=1C2=C(N=C(N1)C1(CC(=C(C=C1)N(C)CCN(C)C)[N+](=O)[O-])N)N(C=C2)S(=O)(=O)C2=CC=C(C)C=C2